OCCCCCCCCOC1=C(C=CC=C1)\C=C\C(=O)C1=CC=CC=C1 (8-hydroxyoctyloxy)chalcone